tetraiodomercury I[Hg](I)(I)I